OCCNC(C1=C(C=C(C=C1)I)OCOC)=O N-(2-hydroxyethyl)-4-iodo-2-(methoxymethoxy)benzamide